14-hydroxytetradecyl nitrate [N+](=O)(OCCCCCCCCCCCCCCO)[O-]